(R)-N-(1-methyl-2-carbonylpyrrolidin-3-yl)-8-(methylamino)-6-((1-(6-methylpyridazin-3-yl)-2-carbonyl-1,2-dihydropyridin-3-yl)amino)imidazo[1,2-b]pyridazine-3-carboxamide CN1C([C@@H](CC1)NC(=O)C1=CN=C2N1N=C(C=C2NC)NC=2C(N(C=CC2)C=2N=NC(=CC2)C)=C=O)=C=O